(4-benzyl-[1,4]diazepan-1-yl)-acetyl-(3-allyl-2-hydroxy-methylenebenzene) C(C1=CC=CC=C1)N1CCN(CCC1)CC(=O)C1=C(C(C(C=C1)=C)O)CC=C